ClC1=C(N(C(C2=C(C=CC=C12)[C@@H](C)O)=O)C1=CC=CC=C1)[C@H](C)NC=1C2=C(N=CN1)NC=CC2=O 4-(((S)-1-(4-chloro-8-((R)-1-hydroxyethyl)-1-oxo-2-phenyl-1,2-dihydroisoquinolin-3-yl)ethyl)amino)pyrido[2,3-d]pyrimidin-5(8H)-one